BrC1=C(C=CC(=C1C(O)C1CC1)F)S(=O)(=O)N(C)CC1=CC=C(C=C1)OC 2-bromo-3-[cyclopropyl(hydroxy)methyl]-4-fluoro-N-[(4-methoxyphenyl)methyl]-N-methyl-benzenesulfonamide